Copper-Copper(II) sulphate S(=O)(=O)([O-])[O-].[Cu+2].[Cu]